5-[1-(2-chloro-6-fluoro-phenyl)-piperidin-4-yl]-7-(2-cyclopropyl-benzyl)-2-methyl-2,4,5,7-tetrahydro-pyrazolo[3,4-d]pyrimidin-6-one ClC1=C(C(=CC=C1)F)N1CCC(CC1)N1C(N(C=2C(C1)=CN(N2)C)CC2=C(C=CC=C2)C2CC2)=O